C(C)(C)(C)CN(C(O)=O)[C@H](C(=O)NCCC1=CC(=CC=C1)NC1=NC(=C(N=C1C(N)=O)CC)Cl)C.OC1=C2C(C(=COC2=C(C(=C1)O)O)C1=CC=C(C=C1)O)=O 5,7,8,4'-tetrahydroxyisoflavone tert-butyl-(S)-(1-((3-((3-carbamoyl-6-chloro-5-ethylpyrazin-2-yl)amino)phenethyl)amino)-1-oxopropan-2-yl)(methyl)carbamate